(1R,2S,3R,5R)-3-[4-amino-5-(4-benzyl-1,3-thiazol-2-yl)-2-chloropyrrolo[2,3-d]pyrimidin-7-yl]-5-(piperidin-4-yl)cyclopentane-1,2-diol NC=1C2=C(N=C(N1)Cl)N(C=C2C=2SC=C(N2)CC2=CC=CC=C2)[C@H]2[C@@H]([C@@H]([C@H](C2)C2CCNCC2)O)O